5-Amino-2-methoxypyridine NC=1C=CC(=NC1)OC